C(C)(C)NC(O[C@@H]1CC[C@H](CC1)C(N(C[C@@H]1CC[C@H](CC1)C1=CC(=C(C=C1)OC)C)C1=CC(=CC=C1)C=1C=NN(C1)C(C)C)=O)=O trans-4-((3-(1-Isopropyl-1H-pyrazol-4-yl)phenyl)((trans-4-(4-methoxy-3-methylphenyl) cyclohexyl)methyl) carbamoyl)cyclohexyl isopropylcarbamate